N1=CN=C(C2=C1NC=C2)NC=2SC1=C(N2)C2(NC1=O)CCCCC2 2'-((7H-pyrrolo[2,3-d]pyrimidin-4-yl)amino)spiro[cyclohexane-1,4'-pyrrolo[3,4-d]thiazol]-6'(5'H)-one